2-((3-((2-((2,4-Dichlorophenoxy)methyl)pyridin-4-yl)oxy)pyrrolidin-1-yl)methyl)-1-((1-ethyl-1H-imidazol-5-yl)methyl)-1H-benzol ClC1=C(OCC2=NC=CC(=C2)OC2CN(CC2)CC2C(C=CC=C2)CC2=CN=CN2CC)C=CC(=C1)Cl